(R)-(5-methyl-1,3,4-oxadiazol-2-yl)(4-(4-(trifluoromethoxy)pyrazolo[1,5-a]pyridin-2-yl)-6,7-dihydro-1H-imidazo[4,5-c]pyridin-5(4H)-yl)methanone CC1=NN=C(O1)C(=O)N1[C@H](C2=C(CC1)NC=N2)C2=NN1C(C(=CC=C1)OC(F)(F)F)=C2